1,5-difluoro-2-(trifluoromethyl)-4-[1-(trifluoromethyl)ethenyl]Benzene Methyl-6-[3-[(2S)-2-[(tert-butoxycarbonyl)amino]-4-carbamoylbutoxy]-2-fluorophenyl]hexanoate COC(CCCCCC1=C(C(=CC=C1)OC[C@H](CCC(N)=O)NC(=O)OC(C)(C)C)F)=O.FC1=C(C=C(C(=C1)F)C(=C)C(F)(F)F)C(F)(F)F